tert-butyl (S)-(1-(5-(2-fluoro-4-(1-methylpiperidin-4-yl)phenyl)-3-methylthiophene-2-carbonyl)pyrrolidin-3-yl)carbamate FC1=C(C=CC(=C1)C1CCN(CC1)C)C1=CC(=C(S1)C(=O)N1C[C@H](CC1)NC(OC(C)(C)C)=O)C